BrC=1C(=NC=CC1C=O)OC bromo-2-methoxy-pyridine-4-carbaldehyde